BrC=1C=C(C=CC1F)C(=O)C1=NC=C(C=C1)Cl (3-BROMO-4-FLUOROPHENYL)(5-CHLOROPYRIDIN-2-YL)METHANONE